2-ethyl-1,4-cyclohexadiene C(C)C1=CCC=CC1